C(C)C1(C(OCC=2C(N3CC=4C(=NC=5C=C(C(=C6C5C4C(CC6)NC(C(CC(C)C)[NH3+])=O)C)F)C3=CC21)=O)=O)O 1-((9-ethyl-5-fluoro-9-hydroxy-4-methyl-10,13-dioxo-2,3,9,10,13,15-hexahydro-1H,12H-benzo[de]pyrano[3',4':6,7]indolizino[1,2-b]quinolin-1-yl)amino)-4-methyl-1-oxopentan-2-aminium